(R)-9-imino-8-isopropyl-2-phenyl-5-(1-(4-(trifluoromethyl)phenyl)-ethyl)-2,5,8-triazaspiro-[3.5]nonan-6-one N=C1N(CC(N(C12CN(C2)C2=CC=CC=C2)[C@H](C)C2=CC=C(C=C2)C(F)(F)F)=O)C(C)C